C(C=C)(=O)NC1=C(CN2N=C(C=3CN(CC(C32)C)C(=O)C=3NC=CC3)C(=O)NC3=CC(=CC=C3)[C@H](C)O)C=CC(=C1)F 1-(2-acrylamido-4-fluorobenzyl)-N-(3-((S)-1-hydroxyethyl)phenyl)-7-methyl-5-(1H-pyrrole-2-carbonyl)-4,5,6,7-tetrahydro-1H-pyrazolo[4,3-c]pyridine-3-carboxamide